OXADIAZOLINE C1=NNCO1